(S)-4-(2-(4-(2-acetyl-5-chlorophenyl)-6-oxopyridazin-1(6H)-yl)-3-phenylpropionamido)benzoic acid tert-butyl ester C(C)(C)(C)OC(C1=CC=C(C=C1)NC([C@H](CC1=CC=CC=C1)N1N=CC(=CC1=O)C1=C(C=CC(=C1)Cl)C(C)=O)=O)=O